C(C)OC(C(CC(=O)OCC)NCCC[Si](OCC)(OCC)OCC)=O N-(3-triethoxysilylpropyl)-amino-succinic acid diethyl ester